NC(C(=O)O)CC1=CC=C(C=C1)NS(=O)(=O)C=CC 2-amino-3-(4-(prop-1-en-1-ylsulfonamido)phenyl)propionic acid